7-Chloro-N-dodecylquinazolin-4-amine ClC1=CC=C2C(=NC=NC2=C1)NCCCCCCCCCCCC